3-(1,2,3,5,6,7-hexahydro-s-indacen-4-yl)-1-{[1-(methoxymethyl)-1H-pyrazol-4-yl](oxan-4-yl)sulfamoyl}urea sodium salt [Na].C1CCC2=C(C=3CCCC3C=C12)NC(NS(N(C1CCOCC1)C=1C=NN(C1)COC)(=O)=O)=O